BrC=1C=C(C=CC1O)C=CC(=O)C1=C(C=C(C=C1)F)F 3-(3-Bromo-4-hydroxyphenyl)-1-(2,4-difluorophenyl)prop-2-en-1-one